CC=1NC2=NC(=NC(=C2N1)NC1=CC=CC=C1)C1=CC=CC=C1 8-methyl-N,2-diphenyl-9H-purin-6-amine